4-((R)-1-(5-amino-3-(difluoromethyl)-2-fluorophenyl)ethyl)-7-methoxy-2-methyl-N6-((S)-tetrahydrofuran-3-yl)quinazoline-4,6-diamine NC=1C=C(C(=C(C1)[C@@H](C)C1(NC(=NC2=CC(=C(C=C12)N[C@@H]1COCC1)OC)C)N)F)C(F)F